N(=[N+]=[N-])CC(COCC(C(=O)N(C)OC)(C)C1=CC(=CC=C1)I)C 3-(3-azido-2-methylpropoxy)-2-(3-iodophenyl)-N-methoxy-N,2-dimethylpropanamide